C(C)(C)(C)OC(=O)N1CC2(CC2)C2=C(CC1)C=C(C=C2)O 7-hydroxy-4,5-dihydrospiro[benzo[d]azepin-1,1'-cyclopropane]-3(2H)-carboxylic acid tert-butyl ester